CC1=CC(=CC(=C1O)Br)C2(C3=CC=CC=C3S(=O)(=O)O2)C4=CC(=C(C(=C4)C)O)Br The molecule is a member of the class of 2,1-benzoxathioles that is 2,1-benzoxathiole 1,1-dioxide in which both of the hydrogens at position 3 have been substituted by 3-bromo-4-hydroxy-5-methylphenyl groups. A hydrophilic dye that is used as a pH indicator and to measure serum albumin concentrations. It has a role as an acid-base indicator, a dye and a two-colour indicator. It is a 2,1-benzoxathiole, an arenesulfonate ester, an organobromine compound, a sultone and a polyphenol.